C1(=CC=CC=C1)COC(=O)N1CC(C1)(OC([C@@](C(F)(F)F)(C1=CC=CC=C1)OC)=O)[C@H]1N(CCCC1)C(=O)OC(C)(C)C 1,1-dimethylethyl (2S)-2-(1-{[(phenylmethyl)oxy]carbonyl}-3-{[(2R)-3,3,3-trifluoro-2-(methyloxy)-2-phenylpropanoyl]oxy}azetidin-3-yl)piperidine-1-carboxylate